ClC1=C(C(=O)OC)C=C(C(=N1)Cl)Cl methyl 2,5,6-tri-chloronicotinate